[7-[[5-(difluoromethyl)thiazol-2-yl]methyl]-2,7-diazaspiro[3.5]nonan-2-yl]-[6-[3-(1-hydroxycyclopropyl)-1,2,4-triazol-1-yl]-2-azaspiro[3.3]heptan-2-yl]methanone FC(C1=CN=C(S1)CN1CCC2(CN(C2)C(=O)N2CC3(C2)CC(C3)N3N=C(N=C3)C3(CC3)O)CC1)F